FC1=CC=C(C(=C1C=O)[N+](=O)[O-])OC 6-FLUORO-3-METHOXY-2-NITROBENZALDEHYDE